BrC=1C=C2C(=NN(C(C2=C(C1)O)=O)C(=O)OC(C)(C)C)CN1C(C2=CC=CC=C2C1=O)=O tert-butyl 6-bromo-4-((1,3-dioxoisoindol-2-yl)methyl)-8-hydroxy-1-oxophthalazine-2(1H)-carboxylate